BrC1=CC(=CC2=C1CCO2)Cl 4-bromo-6-chloro-2,3-dihydro-1-benzofuran